ClC1=C2C(=C(N=C1Cl)C1=NN(C=C1)C)C=1CN(CC(C1N2)(C)C)C(CO)=O 1-(6,7-dichloro-4,4-dimethyl-9-(1-methyl-1H-pyrazol-3-yl)-1,3,4,5-tetrahydro-2H-pyrrolo[3,2-c:4,5-c']dipyridin-2-yl)-2-hydroxyethan-1-one